5-(1-(2,2-difluoroethyl)-4-fluoro-1H-benzo[d]imidazol-6-yl)-6-fluoro-N-((3R,4R)-3-fluoro-1-(oxetan-3-yl-3-d)piperidin-4-yl)-4-methoxypyrrolo[2,1-f][1,2,4]triazin-2-amine FC(CN1C=NC2=C1C=C(C=C2F)C=2C(=CN1N=C(N=C(C12)OC)N[C@H]1[C@@H](CN(CC1)C1(COC1)[2H])F)F)F